methyl (S)-N-tritylaziridine-2-carboxylate C(C1=CC=CC=C1)(C1=CC=CC=C1)(C1=CC=CC=C1)[N@@]1C(C1)C(=O)OC